N-(1-Cyanocyclopropyl)-9-(5-(difluoromethyl)-1,3,4-thiadiazol-2-yl)-5-(4-(pyrrolidine-1-carbonyl)piperazin-1-yl)-9H-benzo[d]imidazo[1,2-a]imidazole-7-sulfonamide C(#N)C1(CC1)NS(=O)(=O)C=1C=C(C2=C(N(C=3N2C=CN3)C=3SC(=NN3)C(F)F)C1)N1CCN(CC1)C(=O)N1CCCC1